6-bromo-8-methyl-2-((6-(2-morpholinoethoxy)pyridin-3-yl)amino)pyrido[2,3-d]pyrimidin-7(8H)-one BrC1=CC2=C(N=C(N=C2)NC=2C=NC(=CC2)OCCN2CCOCC2)N(C1=O)C